ClC1=CC(=C(OC=2C=C3C=CN(C3=CC2C=2C3=C(C(N(C2)C)=O)C=NN3C)S(=O)(=O)CC)C=C1)F 7-(5-(4-chloro-2-fluorophenoxy)-1-(ethylsulfonyl)-1H-indol-6-yl)-1,5-dimethyl-1,5-dihydro-4H-pyrazolo[4,3-c]pyridin-4-one